bis(catechol) diboronate diborate B(O)(O)OB(O)O.B(O)OBO.C=1(O)C(O)=CC=CC1.C=1(O)C(O)=CC=CC1